7-(Difluoro-methoxy)-9-fluoro-1,4,4-trimethyl-8-[2-(trifluoromethyl)-1H-indol-4-yl]-5H-[1,2,4]triazolo[4,3-a]quinoxaline FC(OC=1C=C2NC(C=3N(C2=C(C1C1=C2C=C(NC2=CC=C1)C(F)(F)F)F)C(=NN3)C)(C)C)F